(R)-8-chloro-6-(((1-(1-(difluoromethyl)cyclopropyl)-1H-1,2,3-triazol-4-yl)(4-methylthiazol-5-yl)methyl)amino)-4-(neopentylamino)quinoline-3-carbonitrile ClC=1C=C(C=C2C(=C(C=NC12)C#N)NCC(C)(C)C)N[C@@H](C1=C(N=CS1)C)C=1N=NN(C1)C1(CC1)C(F)F